acenaphthone C1(CC2=CC=CC3=CC=CC1=C23)=O